2-Methyl-2-(4-((4-(4-(trifluoromethyl)benzyl)piperazin-1-yl)methyl)phenoxy)propanoic acid CC(C(=O)O)(C)OC1=CC=C(C=C1)CN1CCN(CC1)CC1=CC=C(C=C1)C(F)(F)F